ethyl 4-(2-((3r,5r,7r)-adamantan-1-yl)acetamido)butanoate C12(CC3CC(CC(C1)C3)C2)CC(=O)NCCCC(=O)OCC